dimethylsilyl-bis(2-methyl-4-isopropyl-1-indenyl)titanium dichloride [Cl-].[Cl-].C[SiH](C)[Ti+2](C1C(=CC2=C(C=CC=C12)C(C)C)C)C1C(=CC2=C(C=CC=C12)C(C)C)C